FC1=CC=C(C(=N1)C)NC=1C=NC=2CCN(CC2C1)C=1C(=CC=2N(N1)C(C=CN2)=O)C 7-(3-((6-fluoro-2-methylpyridin-3-yl)amino)-7,8-dihydro-1,6-naphthyridin-6(5H)-yl)-8-methyl-4H-pyrimido[1,2-b]pyridazin-4-one